FC=1C=C(C=CC1OC)C1=C(C=CCN1CC=O)C 2-[6-(3-fluoro-4-methoxyphenyl)-5-methyl-pyridin-1-yl]ethanone